Cl.C(CCCC)C=1C=CC(=NC1)C(=O)NC1=CC=C(C=C1)C 5-pentyl-N-(p-tolyl)picolinamide hydrogen chloride